Cl.C1N=CC2C1CCC2 1,3a,4,5,6,6a-hexahydrocyclopenta[c]pyrrole HCl